(3S)-1-[2-[4-(2-Chlorophenyl)-2-oxo-chromen-7-yl]oxy-2-methyl-propanoyl]piperidin ClC1=C(C=CC=C1)C1=CC(OC2=CC(=CC=C12)OC(C(=O)N1CCCCC1)(C)C)=O